2-(4-methylbenzyl)-2-(dimethylamino)-1-(4-morpholinophenyl)-1-propanone CC1=CC=C(CC(C(=O)C2=CC=C(C=C2)N2CCOCC2)(C)N(C)C)C=C1